(6-bromo-7-chloroisoquinolin-3-yl)spiro[2.2]pentane-1-carboxamide BrC=1C=C2C=C(N=CC2=CC1Cl)C1(CC12CC2)C(=O)N